5-((4,6-difluoro-5-(4'-((4-(2-methoxyethyl)piperazin-1-yl)methyl)-[1,1'-biphenyl]-4-yl)-1H-benzo[d]imidazol-2-yl)oxy)-2-methylbenzoic acid FC1=C(C(=CC=2NC(=NC21)OC=2C=CC(=C(C(=O)O)C2)C)F)C2=CC=C(C=C2)C2=CC=C(C=C2)CN2CCN(CC2)CCOC